ClC1=CC=2N(C=C1C1CC(N(C(C1)([2H])[2H])S(=O)(=O)C1=NN=CN1C)([2H])[2H])N=CN2 7-chloro-6-(1-((4-methyl-4H-1,2,4-triazol-3-yl)sulfonyl)piperidin-4-yl-2,2,6,6-d4)-[1,2,4]triazolo[1,5-a]pyridine